(S)-5-((((6-(2-chloro-3-(3-chloro-2-(3-((((R)-2-methoxypropyl)amino)methyl)-1-methyl-1H-indol-6-yl)pyridin-4-yl)phenyl)-2-methoxypyridin-3-yl)methyl)amino)methyl)pyrrolidin-2-one ClC1=C(C=CC=C1C1=C(C(=NC=C1)C1=CC=C2C(=CN(C2=C1)C)CNC[C@@H](C)OC)Cl)C1=CC=C(C(=N1)OC)CNC[C@@H]1CCC(N1)=O